BrC1=CC(=C(CNC(C2=C(C=CC(=C2)F)OC)=O)C=C1)C N-(4-bromo-2-methylbenzyl)-5-fluoro-2-methoxybenzamide